COC=1C=CC(=NC1)CNC1CC1 N-((5-methoxypyridin-2-yl)methyl)cyclopropanamine